CC=1C=2N(C=C(N1)C)N=C(C2)C=2N=C1N(C(C2)=O)C=C(C=C1C)C=1CCN(CC1)C 2-(4,6-dimethylpyrazolo[1,5-a]pyrazin-2-yl)-9-methyl-7-(1-methyl-1,2,3,6-tetrahydropyridin-4-yl)-4H-pyrido[1,2-a]pyrimidin-4-one